FC1=C(C=C(C(=C1)C)C=1C=NC2=CC(=NC=C2C1)N(C)CC1=CC=C(C=C1)OC)NC(C1=NC=CC(=C1)C(F)(F)F)=O N-(2-fluoro-5-(7-((4-methoxybenzyl)(methyl)amino)-1,6-naphthyridin-3-yl)-4-methylphenyl)-4-(trifluoromethyl)picolinamide